C(C)(C)(C)[C@H](NC(C1=NN(C2=CC=CC=C12)CCCC=C)=O)C(NCCOCCOCCOCCNC(OC(C)(C)C)=O)=O tert-butyl (S)-(3-(tert-butyl)-1,4-dioxo-1-(1-(pent-4-en-1-yl)-1H-indazol-3-yl)-8,11,14-trioxa-2,5-diazahexadecan-16-yl)carbamate